CN(S(=O)(=O)C1=C(C(=O)NC2=CC=CC=C2)C(=C(C(=C1F)F)F)F)C (N,N-dimethylsulfamoyl)-3,4,5,6-tetrafluoro-N-phenylbenzamide